C(CCCCCCCCCCCCCCCCC)(=O)O.N1C(=O)NC(=O)NC1=O cyanuric acid monostearate